C12(CC(C1)C2)N2[C@@H](C=1NC3=CC=CC=C3C1C[C@H]2C)C2=C(C=C(C=C2F)NC2CN(C2)CCCF)F N-(4-((1R,3R)-2-(bicyclo[1.1.1]pentan-1-yl)-3-methyl-2,3,4,9-tetrahydro-1H-pyrido[3,4-b]indol-1-yl)-3,5-difluorophenyl)-1-(3-fluoropropyl)azetidin-3-amine